CN1C=CC2=CC=C(C=C12)C(=O)O 1-methyl-indole-6-carboxylic Acid